NCCOCCNC(C1=C(C=C(C=C1)NC=1C=2N(C=CN1)C(=CN2)C=2C(=NN(C2)CC#N)C#N)CC)=O N-[2-(2-aminoethoxy)ethyl]-4-[[3-[3-cyano-1-(cyanomethyl)pyrazol-4-yl]imidazo[1,2-a]pyrazin-8-yl]amino]-2-ethyl-benzamide